5-(cyclopropylmethoxy)-8-chloro-1-[trans-4-(pyridin-2-yloxy)cyclohexyl]-5,6-dihydro-4H-[1,2,4]triazolo[4,3-a][1]benzazepine C1(CC1)COC1CC=2N(C3=C(C1)C=C(C=C3)Cl)C(=NN2)[C@@H]2CC[C@H](CC2)OC2=NC=CC=C2